methyl (S)-4-(7-((3,4-dihydro-2H-pyrido[3,2-b][1,4]oxazin-6-yl)methyl)-2,7-diazaspiro[3.5]nonan-2-yl)-3-(3-(3,5-dimethyl-1H-pyrazol-1-yl)phenyl)butyrate O1C2=C(NCC1)N=C(C=C2)CN2CCC1(CN(C1)C[C@@H](CC(=O)OC)C1=CC(=CC=C1)N1N=C(C=C1C)C)CC2